S(=O)(=O)(O)CCCOC1=CC=C2CCC3(C2=C1)CCC(CC3)C(=O)O 6'-(3-sulfopropoxy)-2',3'-dihydrospiro[cyclohexane-1,1'-indene]-4-carboxylic acid